CC1(CNCCC1C(=O)[O-])C 3,3-dimethylpiperidine-4-carboxylate